2,2-dimethyl-3-(6-(trifluoromethyl)pyridin-3-yl)propanal tert-butyl-4-[4-(2,6-dioxo-3-piperidyl)-7-fluoro-2,3-dihydro-1,4-benzoxazin-8-yl]piperidine-1-carboxylate C(C)(C)(C)OC(=O)N1CCC(CC1)C1=C(C=CC=2N(CCOC21)C2C(NC(CC2)=O)=O)F.CC(C=O)(CC=2C=NC(=CC2)C(F)(F)F)C